FC(OC1=C(C=C(C=C1)C=1OC=C(N1)CNC(C1=C(C=CC(=C1)O)OCC)=O)OC(C)C)F N-((2-(4-(difluoromethoxy)-3-isopropoxyphenyl)oxazol-4-yl)methyl)-2-ethoxy-5-hydroxybenzamide